FC(C1=CC(=C(C=C1)C1=CC(=NC=C1)NC(=O)C1CC1)[N+](=O)[O-])(F)F N-(4-(4-(trifluoromethyl)-2-nitrophenyl)pyridin-2-yl)cyclopropanecarboxamide